ClC1=C(C=2N=C(N=C(C2C=N1)N1CCC=CCC1)OC[C@]12CCCN2C[C@@H](C1)F)F 7-chloro-8-fluoro-2-(((2R,7aS)-2-fluorohexahydro-1H-pyrrolizin-7a-yl)methoxy)-4-(2,3,6,7-tetrahydro-1H-azepin-1-yl)pyrido[4,3-d]pyrimidine